C(C1=CC=CC=C1)C1=CC(=C(S1)C1=C(C(=O)O)C=CC=C1)C1=C(C(=CC=C1)F)F 2-(5-benzyl-3-(2,3-difluorophenyl)thiophen-2-yl)benzoic acid